C(C)(C)(C)OC(=O)N1CC2CCC(C1)C2C(=O)N2N=CCC2C2=CC(=CC(=C2)F)F 8-(5-(3,5-difluorophenyl)-4,5-dihydro-1H-pyrazole-1-carbonyl)-3-azabicyclo[3.2.1]octane-3-carboxylic acid tert-butyl ester